tert-Butyl N-[3-[4-[(SR)-[1-[(4aR,8aS)-3-oxo-4,4a,5,7,8,8a-hexahydropyrido[4,3-b][1,4]oxazine-6-carbonyl]-4-piperidyl]-phenyl-methyl]phenyl]prop-2-ynyl]carbamate O=C1N[C@H]2[C@@H](OC1)CCN(C2)C(=O)N2CCC(CC2)[C@H](C2=CC=C(C=C2)C#CCNC(OC(C)(C)C)=O)C2=CC=CC=C2 |&1:19|